C1(=CC=CC=C1)C1(CCOCC1)CC(=O)OC[C@H]1O[C@@]([C@@H]2OC(O[C@@H]21)(C)C)(C#N)C2=CC=C1C(=NC=NN12)N [(3aR,4R,6R,6aR)-6-{4-aminopyrrolo[2,1-f][1,2,4]triazin-7-yl}-6-cyano-2,2-dimethyl-dihydro-3aH-furo[3,4-d][1,3]dioxol-4-yl]methyl 2-(4-phenyloxan-4-yl)acetate